3-[2-[1-(difluoromethyl)-6-fluoro-1,3-benzodiazol-5-yl]ethynyl]-5-(methylamino)-1-[(3S,5R)-1-(prop-2-enoyl)-5-[(trifluoromethoxy)methyl]pyrrolidin-3-yl]pyrazole-4-carboxamide FC(N1C=NC2=C1C=C(C(=C2)C#CC2=NN(C(=C2C(=O)N)NC)[C@@H]2CN([C@H](C2)COC(F)(F)F)C(C=C)=O)F)F